ethyl 1-[(1S)-1-(2-cyanophenyl) ethyl]-1H-imidazole-4-carboxylate C(#N)C1=C(C=CC=C1)[C@H](C)N1C=NC(=C1)C(=O)OCC